2-(((2-(diethylamino)ethyl)amino)methylene)-5-phenylcyclohexane-1,3-dione C(C)N(CCNC=C1C(CC(CC1=O)C1=CC=CC=C1)=O)CC